ClCCNC(=O)NC1=CC(=CC=C1)C(C)C 1-(2-chloroethyl)-3-(3-isopropylphenyl)urea